IC1=CC=2N(C=C1)C=NN2 7-Iodo-[1,2,4]triazolo[4,3-a]pyridin